OC1CN(C1)C(=O)C=1C=C(C(=NC1)OC)C(=O)N 5-(3-hydroxyazetidine-1-carbonyl)-2-methoxypyridine-3-carboxamide